2-(2-(cyclopropanesulfonamido)thiazol-4-yl)-N-(4-(6-ethoxypyrazin-2-yl)-3-methylphenyl)-2-methylpropanamide C1(CC1)S(=O)(=O)NC=1SC=C(N1)C(C(=O)NC1=CC(=C(C=C1)C1=NC(=CN=C1)OCC)C)(C)C